3,4-Dihydroxyphenylacetic Acid OC=1C=C(C=CC1O)CC(=O)O